7-((3-Fluorophenyl)(pyridin-2-ylamino)methyl)-2-methylquinolin-8-ol FC=1C=C(C=CC1)C(C1=CC=C2C=CC(=NC2=C1O)C)NC1=NC=CC=C1